1-ethoxycarbonyl-cyclopropanecarboxylic acid C(C)OC(=O)C1(CC1)C(=O)O